COC(=O)C1=NC=CC=C1C 3-methyl-2-Pyridinecarboxylic acid methyl ester